ethyl 2-(4-amino-6-(pyridin-3-yl)-9H-pyrimido[4,5-b]indol-9-yl)acetate NC1=NC=NC=2N(C3=CC=C(C=C3C21)C=2C=NC=CC2)CC(=O)OCC